(1aRS,7bSR)-5-{2-[((S)-1-ethylpyrrolidin-3-ylmethyl)amino]-benzenesulfonylamino}-1,1a,2,7b-tetrahydrocyclopropa-[c]chromene-4-carboxylic acid C(C)N1C[C@@H](CC1)CNC1=C(C=CC=C1)S(=O)(=O)NC1=CC=C2[C@@H]3[C@H](COC2=C1C(=O)O)C3 |&1:23,24|